FC(C(CNC)O)(F)F 1-trifluoromethyl-2-(methylamino)ethyl alcohol